COC(=O)C1=C(C=C(C(=O)N2CCN(CC2)C(=O)OCC2=CC=CC=C2)C=C1)C benzyl 4-[4-(methoxycarbonyl)-3-methylbenzoyl]piperazine-1-carboxylate